COCCS(=O)(=O)NC=1C=NC=CC1 2-methoxy-N-(pyridin-3-yl)ethane-1-sulfonamide